3-(3-ethyl-4-oxo-spiro[6,8-dihydro-5H-pyrazolo[4,3-c]azepine-7,4'-tetrahydropyran]-1-yl)propyl 1-acetylpiperidine-3-carboxylate C(C)(=O)N1CC(CCC1)C(=O)OCCCN1N=C(C=2C(NCC3(CCOCC3)CC21)=O)CC